CN1CC(NCC1)CO (4-methyl-piperazin-2-yl)methanol